N-(2-(2-((2-chloro-4-fluorobenzyl)amino)-5-oxo-5,7-dihydro-6H-pyrrolo[3,4-b]pyridin-6-yl)ethyl)propionamide ClC1=C(CNC2=CC=C3C(=N2)CN(C3=O)CCNC(CC)=O)C=CC(=C1)F